ClC1=C(C=C(OCC(=O)N[C@@H]2CC[C@H](CC2)C=2OC(=NN2)COC2=CC=C(C=C2)Cl)C=C1)F trans-2-(4-chloro-3-fluorophenoxy)-N-(4-(5-((4-chlorophenoxy)methyl)-1,3,4-oxadiazol-2-yl)cyclohexyl)acetamide